C(C1=CC=CC=C1)OC=1C(=NN(C1C=1SC(=C(N1)C1=NC(=CC2=C1C=NN2C)C(=O)NCC2=C(C=C(C=C2)OC)OC)CO[Si](C)(C)C(C)(C)C)CC)C 4-(2-(4-(benzyloxy)-1-ethyl-3-methyl-1H-pyrazol-5-yl)-5-(((tert-butyldimethylsilyl)oxy)methyl)thiazol-4-yl)-N-(2,4-dimethoxybenzyl)-1-methyl-1H-pyrazolo[4,3-c]pyridine-6-carboxamide